ClC1=NC=C(C(=N1)C=1C=NNC1)Cl 2,5-dichloro-4-(1H-pyrazol-4-yl)pyrimidine